(6-chloro-3-(methoxymethyl)quinolin-8-yl)boronic acid ClC=1C=C2C=C(C=NC2=C(C1)B(O)O)COC